3-[3-(3,4-Difluoro-benzyl)-3H-imidazo[4,5-b]pyridin-2-yl]-N-[2-hydroxy-1-(4-trifluoromethoxy-phenyl)-ethyl]-propionamide FC=1C=C(CN2C(=NC=3C2=NC=CC3)CCC(=O)NC(CO)C3=CC=C(C=C3)OC(F)(F)F)C=CC1F